1-(7-(8-ethyl-7-fluoro-3-hydroxynaphthalen-1-yl)-8-fluoro-2-(((cis)-3-(methoxymethyl)tetrahydro-1H-pyrrolizin-7a(5H)-yl)methoxy)pyrido[4,3-d]pyrimidin-4-yl)-3-methylpiperidin-3-ol C(C)C=1C(=CC=C2C=C(C=C(C12)C1=C(C=2N=C(N=C(C2C=N1)N1CC(CCC1)(O)C)OC[C@@]12CCCN2[C@@H](CC1)COC)F)O)F